tert-Butyl (3-(2-amino-5-fluorophenyl)prop-2-yn-1-yl)carbamate NC1=C(C=C(C=C1)F)C#CCNC(OC(C)(C)C)=O